CC1=C(C(=O)C(C(=O)C2=CC=CC=C2)(C)C(C2=C(C=C(C=C2C)C)C)=O)C(=CC(=C1)C)C bis(2,4,6-trimethylbenzoyl)phenylpropan-1-one